C(C)(C)C1=C(NC2=CC=C(C=C12)C1CCN(CC1)CCS(=O)(=O)N)C1=CN(C2=NC=CC=C21)C 2-(4-(3-isopropyl-2-(1-methyl-1H-pyrrolo[2,3-b]pyridin-3-yl)-1H-indol-5-yl)piperidin-1-yl)ethane-1-sulfonamide